NC1CN(CCC1(F)F)C1C(CC(C1)C1=CC=C(C=C1)F)C1=NNC=C1C#N [2-(3-amino-4,4-difluoro-1-piperidinyl)-4-(4-fluorophenyl)cyclopentyl]pyrazole-4-carbonitrile